tert-butyl (3R,4S)-4-(((R)-tert-butylsulfinyl) amino)-3-methyl-2-oxa-8-azaspiro[4.5]decan-8-carboxylate C(C)(C)(C)[S@@](=O)N[C@@H]1[C@H](OCC12CCN(CC2)C(=O)OC(C)(C)C)C